5-[(1R)-1-(3,5-dichloro-4-pyridyl)ethoxy]-3-(2-piperazin-1-ylpyrimidin-5-yl)-1H-indazole ClC=1C=NC=C(C1[C@@H](C)OC=1C=C2C(=NNC2=CC1)C=1C=NC(=NC1)N1CCNCC1)Cl